N1=CN=C(C=2OCCNC21)N 7,8-dihydro-6H-pyrimido[5,4-b](1,4)oxazin-4-amine